OC1C=2C=CC=C(C2CCC1)C#N 5-Hydroxy-5,6,7,8-tetrahydronaphthalene-1-carbonitrile